Methylammonium iodid [I-].C[NH3+]